3-cyclopropyl-5-(2,6-dichlorobenzoyl)-8-fluoro-N-[6-(4-isopropyl-4H-1,2,4-triazol-3-yl)pyridin-2-yl]-5,6-dihydro-4H-benzo[f]imidazo[1,5-a][1,4]diazepine-9-carboxamide C1(CC1)C=1N=CN2C1CN(CC1=C2C=C(C(=C1)F)C(=O)NC1=NC(=CC=C1)C1=NN=CN1C(C)C)C(C1=C(C=CC=C1Cl)Cl)=O